5-bromo-2-methyl-Oxy-3-(2-methyl-1,3-dioxan-2-yl)pyridine tert-butyl-(1-iodo-3,6,9,12,15,18-hexaoxadocosan-22-yl)carbamate C(C)(C)(C)N(C(O)=O)CCCCOCCOCCOCCOCCOCCOCCI.BrC=1C=C(C(=NC1)OC)C1(OCCCO1)C